2-acrylamido-2-methylpropansulfonic acid C(C=C)(=O)NC(CS(=O)(=O)O)(C)C